N-[2-[[(2R)-2-amino-5-guanidino-pentanoyl]amino]ethyl]-4-[[3-(2,3-difluoro-4-methoxy-phenyl)imidazo[1,2-a]pyrazin-8-yl]amino]-2-ethyl-benzamide formate C(=O)O.N[C@@H](C(=O)NCCNC(C1=C(C=C(C=C1)NC=1C=2N(C=CN1)C(=CN2)C2=C(C(=C(C=C2)OC)F)F)CC)=O)CCCNC(=N)N